2-Cyano-8-(2,4-dichlorophenyl)-9-(4-((1-(3-fluoropropyl)azetidin-3-yl)methyl)phenyl)-6,7-dihydro-5H-benzo[7]annulen C(#N)C=1C=CC2=C(C(=C(CCC2)C2=C(C=C(C=C2)Cl)Cl)C2=CC=C(C=C2)CC2CN(C2)CCCF)C1